Neopentyl Glycol Diethyl-Hexanoate C(C)C(C(=O)OCC(C)(CO)C)(CCCC)CC